C(CCCCCCCC)C(CCCC(C(=O)OO)N)=O 6-nonyl-amino-6-oxoperoxy-caproic acid